1-(1(R)-(7,8-difluoro-1-oxo-1,2-dihydroisoquinolin-4-yl)ethyl)-1-methyl-3-((R)-1-phenylethyl)urea FC1=CC=C2C(=CNC(C2=C1F)=O)[C@@H](C)N(C(=O)N[C@H](C)C1=CC=CC=C1)C